OCC1=NC=CC=C1[C@@H]1N(CCCCC1)C=O |r| (+/-)-2-[2-(hydroxymethyl)-3-pyridyl]azepane-1-carbaldehyde